Boc-L-Glutamine C(=O)(OC(C)(C)C)N[C@@H](CCC(N)=O)C(=O)O